3-[6-Chloro-3-[[(1R)-1-[3,6-dimethyl-2-(1-methylindazol-5-yl)-4-oxo-chromen-8-yl]ethyl]amino]-2-pyridyl]-4H-1,2,4-oxadiazol-5-one ClC1=CC=C(C(=N1)C1=NOC(N1)=O)N[C@H](C)C=1C=C(C=C2C(C(=C(OC12)C=1C=C2C=NN(C2=CC1)C)C)=O)C